BrC1=C(C=C2C=NN(C2=C1)C=1C=NN(C1)C)C 6-bromo-5-methyl-1-(1-methyl-1H-pyrazol-4-yl)-1H-indazole